2-(1,1-Dimethyl-3,4-dihydroisochromene-6-yl)-4,4,5,5-tetramethyl-1,3,2-dioxaborolane CC1(OCCC2=CC(=CC=C12)B1OC(C(O1)(C)C)(C)C)C